5-(3-cyanobenzyl)-4H-1,2,4-triazole-3-carboxylic acid ethyl ester C(C)OC(=O)C1=NN=C(N1)CC1=CC(=CC=C1)C#N